1,9-Bis(2-pyridyl)-2,5,8-trithianonan N1=C(C=CC=C1)CSCCSCCSCC1=NC=CC=C1